2-(((4-Cyano-7-(3-isopropyl-1H-pyrazol-1-yl)-2,3-dihydrobenzofuran-5-yl)amino)methyl)-N-((tetrahydro-2H-pyran-2-yl)oxy)acrylamide C(#N)C1=C(C=C(C2=C1CCO2)N2N=C(C=C2)C(C)C)NCC(C(=O)NOC2OCCCC2)=C